COC(=O)N1CC(CCC1)NCCN1N=C2N(C(=NC(=C2C2=CC(=NC(=C2)C)C)C2=CC=CC=C2)N)C1=O 3-[2-[5-amino-8-(2,6-dimethyl-4-pyridinyl)-3-oxo-7-phenyl-[1,2,4]triazolo[4,3-c]pyrimidin-2-yl]ethylamino]piperidine-1-carboxylic acid methyl ester